5-methoxy-2-methyl-pyridin-3-amine COC=1C=C(C(=NC1)C)N